ClC1=CC=C(C(=N1)F)O[C@H](C)C=1C=C(C=C2C(C(=C(OC12)C=1C=NC(=NC1)C)C)=O)C 8-[(1R)-1-[(6-Chloro-2-fluoro-3-pyridyl)oxy]ethyl]-3,6-dimethyl-2-(2-methylpyrimidin-5-yl)chromen-4-one